Butyl (2R,4S)-4-fluoro-2-[5-fluoro-2-(methylsulfanyl)phenyl]pyrrolidine-1-carboxylate F[C@H]1C[C@@H](N(C1)C(=O)OCCCC)C1=C(C=CC(=C1)F)SC